tert-butyl 6-(1-(oxetan-3-yl)-1H-pyrazolo[3,4-d]pyrimidin-6-yl)-5-oxo-2,6-diazaspiro[3.4]octane-2-carboxylate O1CC(C1)N1N=CC=2C1=NC(=NC2)N2C(C1(CN(C1)C(=O)OC(C)(C)C)CC2)=O